N,N'-(((oxybis(ethane-2,1-diyl))bis(oxy))bis(propane-3,1-diyl))bis(2-bromoacetamide) O(CCOCCCNC(CBr)=O)CCOCCCNC(CBr)=O